FC1=C(C=CC(=C1)F)N1N=CC=2C1=NC(=NC2O)[C@@H]2C[C@H](C2)C#N Trans-3-[1-(2,4-difluorophenyl)-4-hydroxy-pyrazolo[3,4-d]pyrimidin-6-yl]cyclobutanecarbonitrile